FC(OC1=CC=C(C=C1)C=1C=CC(N(N1)CC=1C=NC=NC1)=O)F 6-(4-(difluoromethoxy)phenyl)-2-(pyrimidin-5-ylmethyl)pyridazin-3(2H)-one